N(=[N+]=[N-])CC1=NOC(=C1)C=1SC=CN1 3-(azidomethyl)-5-(thiazol-2-yl)isoxazole